C(C)(C)N1N=C(C=C1[C@@H]1CC(CC1)=O)C1=NC(=CC=C1)C(F)(F)F (3S)-3-[2-isopropyl-5-[6-(trifluoromethyl)-2-pyridyl]pyrazol-3-yl]cyclopentanone